4-(6-Methyloxy-3-nitropyridin-2-yl)morpholin-3-one COC1=CC=C(C(=N1)N1C(COCC1)=O)[N+](=O)[O-]